((((2R,3S,4R,5R)-5-(6-chloro-4-(((1s,3S)-3-hydroxy-3-methylcyclobutyl)amino)-1H-pyrazolo[3,4-d]pyrimidin-1-yl)-3,4-dihydroxytetrahydrofuran-2-yl)methoxy)methyl)phosphonic acid ClC1=NC(=C2C(=N1)N(N=C2)[C@H]2[C@@H]([C@@H]([C@H](O2)COCP(O)(O)=O)O)O)NC2CC(C2)(C)O